FC(O[C@@H]1CN(CC1)CC=1C=NN(C1)C12CC(C1)(C2)NC(OC(C)(C)C)=O)(F)F tert-butyl [3-(4-{[(3S)-3-(trifluoromethoxy)pyrrolidin-1-yl]methyl}-1H-pyrazol-1-yl)bicyclo[1.1.1]pentan-1-yl]carbamate